1-o-bromophenyl-3-phenyl-1,3-propanedione BrC1=C(C=CC=C1)C(CC(=O)C1=CC=CC=C1)=O